OC(CCCCC(C)C)C1C(=O)OCC1CO racemic-2-(1'-hydroxy-6-methylheptyl)-3-(hydroxymethyl)-butyrolactone